FC1(C(C1)C1=NC=NC(=C1C1=NC=C2N(C(N(C2=N1)CC1=CC=C(C=C1)C=1N(C=C(N1)C(F)(F)F)C)=N)C)OC)F 2-(4-(2,2-difluorocyclopropyl)-6-methoxypyrimidin-5-yl)-7-methyl-9-(4-(1-methyl-4-(trifluoromethyl)-1H-imidazol-2-yl)benzyl)-7H-purin-8(9H)-imine